4-fluoro-4-{2,3,6-trifluoro-4-[(5R)-5-(hydroxymethyl)-2-oxo-1,3-oxazolidin-3-yl]phenyl}-1λ6-thiane-1,1-dione FC1(CCS(CC1)(=O)=O)C1=C(C(=C(C=C1F)N1C(O[C@H](C1)CO)=O)F)F